(6-fluoro-1-methyl-1,3-dihydrobenzo[c]isoxazol-3-yl)indoline-2,3-dione FC=1C=CC2=C(N(OC2N2C(C(C3=CC=CC=C23)=O)=O)C)C1